1-[[[1-[(2,4-Dimethoxyphenyl)methylamino]-5-isoquinolyl]amino]methyl]-N-(4-methoxyphenyl)-4-[(1-methyl-2-oxo-4-pyridyl)oxymethyl]-2-azabicyclo[2.1.1]hexane-2-carboxamide COC1=C(C=CC(=C1)OC)CNC1=NC=CC2=C(C=CC=C12)NCC12N(CC(C1)(C2)COC2=CC(N(C=C2)C)=O)C(=O)NC2=CC=C(C=C2)OC